Cl.Cl.NC12CC3(CC(CC(C1)C3)C2)N 1,3-Diaminoadamantane dihydrochloride